FC1=C(C=CC(=C1F)OC)C1=CN=C2N1C=CN=C2NC2=CC(=C(C(=O)NCC1CCN(CC1)CCC1NCCC1)C=C2)CC 4-[[3-(2,3-difluoro-4-methoxyphenyl)imidazo[1,2-a]pyrazin-8-yl]amino]-2-ethyl-N-[[1-(2-pyrrolidin-2-ylethyl)-4-piperidyl]methyl]benzamide